ClC1=NC(=CC=C1CCl)C(F)(F)F 2-chloro-3-(chloromethyl)-6-(trifluoromethyl)pyridine